O1C=NC=C1C1=C(C=C(C=C1)NC(=O)[C@H]1COC2=CC=CC=C2C1)C(F)(F)F |r| racemic-N-(4-(oxazol-5-yl)-3-(trifluoromethyl)phenyl)chroman-3-carboxamide